O.[N+](=O)([O-])[O-].[Hg+2].[N+](=O)([O-])[O-] mercuric nitrate hydrate